(R)-N-[(5S)-1'-[7-(3-fluoro-1-methyl-2-oxo-4-pyridinyl)-6-methyl-pyrazolo[1,5-a]pyrazin-4-yl]spiro[5,7-dihydrocyclopenta[b]pyridin-6,4'-piperidin]-5-yl]-2-methyl-propane-2-sulfinamide FC=1C(N(C=CC1C1=C(N=C(C=2N1N=CC2)N2CCC1(CC2)[C@@H](C=2C(=NC=CC2)C1)N[S@](=O)C(C)(C)C)C)C)=O